BrC1=NN(C=N1)CC 3-bromo-1-ethyl-1H-1,2,4-triazole